4-(4-Methoxy-5-methylpyridin-3-yl)-7-methoxyl-quinoline COC1=C(C=NC=C1C)C1=CC=NC2=CC(=CC=C12)OC